OC1CCC(CC1)(C#N)N1C2=NC(=NC=C2N(C1=O)C)NC=1C(=CC=2N(C1)N=CN2)C (1s,4s)-4-Hydroxy-1-(7-methyl-2-((7-methyl-[1,2,4]triazolo[1,5-a]pyridine-6-yl)amino)-8-oxo-7,8-dihydro-9H-purin-9-yl)cyclohexane-1-carbonitrile